(2S,4S,5R,6R)-4-hydroxy-5-(2-hydroxyacetamido)-2-((2-(2-(prop-2-yn-1-yloxy)ethoxy)ethyl)thio)-6-((1R,2R)-1,2,3-trihydroxypropyl)tetrahydro-2H-pyran-2-carboxylic acid O[C@H]1C[C@@](O[C@H]([C@@H]1NC(CO)=O)[C@@H]([C@@H](CO)O)O)(C(=O)O)SCCOCCOCC#C